CN1CCN(C(C2=C1C=CC=C2)=O)C2=CC(=CC=C2)CO[C@H](CCNC)C=2SC=CC2 (R)-1-methyl-4-(3-((3-(methylamino)-1-(thiophen-2-yl)propoxy)methyl)phenyl)-1,2,3,4-tetrahydro-5H-benzo[e][1,4]diazepin-5-one